3-(aminomethyl)-N-(2-hydroxyethyl)-1-(4-(trifluoromethoxy)phenyl)-1H-pyrazolo[3,4-b]pyridine-4-carboxamide 2,2,2-trifluoroacetate FC(C(=O)O)(F)F.NCC1=NN(C=2N=CC=C(C21)C(=O)NCCO)C2=CC=C(C=C2)OC(F)(F)F